2-((3-(2,6-Dioxopiperidin-3-yl)-1-methyl-1H-indazol-7-yl)oxy)-N-((8-methyl-[1,2,4]triazolo[4,3-a]pyridin-3-yl)methyl)acetamide O=C1NC(CCC1C1=NN(C2=C(C=CC=C12)OCC(=O)NCC1=NN=C2N1C=CC=C2C)C)=O